CN1C(OC2=C1C=CC(=C2)N2C(N(C(C1=C2C=CC(=N1)C(=O)O)=O)C1CCC2=C(C=CC=C12)C(F)(F)F)=O)=O 1-(3-Methyl-2-oxo-2,3-dihydrobenzo[d]oxazol-6-yl)-2,4-dioxo-3-(4-(Trifluoromethyl)-2,3-dihydro-1H-inden-1-yl)-1,2,3,4-tetrahydropyrido[3,2-d]pyrimidine-6-carboxylic acid